3-(2,5-difluorobenzoyl)-1-(pyrazolo[1,5-a]pyrimidin-5-yl)pyrrolidine-2-one FC1=C(C(=O)C2C(N(CC2)C2=NC=3N(C=C2)N=CC3)=O)C=C(C=C1)F